1,1-dioxo-1,2-thiazolidin-4-ol O=S1(NCC(C1)O)=O